3-chloro-4-(5-(trifluoromethyl)-1,2,4-oxadiazol-3-yl)aniline ClC=1C=C(N)C=CC1C1=NOC(=N1)C(F)(F)F